NC=1NC(C=2N(C(N(C2N1)[C@@H]1O[C@@H](C[C@H]1O)[C@H](CC)O)=O)CCC)=O 2-amino-9-((2r,3r,5s)-3-hydroxy-5-((S)-1-hydroxypropyl)tetrahydrofuran-2-yl)-7-propyl-7,9-dihydro-1H-purine-6,8-dione